N-(4-fluorophenyl)-2-{3-[(phthalazin-1-yl)amino]bicyclo[1.1.1]pentan-1-yl}propanamide FC1=CC=C(C=C1)NC(C(C)C12CC(C1)(C2)NC2=NN=CC1=CC=CC=C21)=O